3-methoxy-N1-[3-(trifluoromethyl)phenyl]indane-1,5-diamine COC1CC(C2=CC=C(C=C12)N)NC1=CC(=CC=C1)C(F)(F)F